N1N=CC=2C1=NC=NC2C2=CC=C(C=C2)C(CO)NC(=O)C2=CC1=C(S2)CCCC1 N-(1-(4-(1H-Pyrazolo[3,4-d]pyrimidin-4-yl)phenyl)-2-hydroxyethyl)-4,5,6,7-tetrahydrobenzo[b]thiophen-2-carboxamid